FC=1C(=NC=C(C1)C(F)(F)F)[C@@H]1C[C@H](C1)OC1=CC=C(C=N1)C1=CC(=NO1)[O-].[Na+] sodium 5-[6-({trans-3-[3-fluoro-5-(trifluoromethyl)pyridin-2-yl]-cyclobutyl}oxy)pyridin-3-yl]isoxazol-3-olate